C(C)OC(=O)C=1N=C(SC1CCCI)NC(C)=O C2-acetylamino-5-(3-iodopropyl)-1,3-thiazole-4-carboxylic acid ethyl ester